hexaaza-trinaphthylene N1=NN=NC2=NC=3C4=NC5=CC=CC=C5C=C4C4=CC5=CC=CC=C5C=C4C3C=C12